rac-(3ar,5r,7s,7ar)-1-isopropyl-3,3,5,7-tetramethyl-5-propyloctahydrobenzo[c]isoxazole C(C)(C)N1OC([C@H]2[C@H]1[C@H](C[C@](C2)(CCC)C)C)(C)C |r|